2-(3-(4-methyl-phenyl)-2-carboxy-propionamido)-benzoic acid CC1=CC=C(C=C1)CC(C(=O)NC1=C(C(=O)O)C=CC=C1)C(=O)O